FC=1C=C(C=CC1P(=O)(O)O)[C@H](C(=O)N[C@@H]1B(OC2=C(C1)C=CC=C2C(=O)O)O)NC(=O)C=2C=NN1C2C=CC=C1 (R)-3-((R)-2-(3-fluoro-4-phosphonophenyl)-2-(pyrazolo[1,5-a]pyridine-3-carboxamido)acetamido)-2-hydroxy-3,4-dihydro-2H-benzo[e][1,2]oxaborinine-8-carboxylic acid